CN(C(CCN(C1=NC2=CC=CC=C2C(=C1)C(C)NC(C1=C(C=CC=C1)C)=O)C)=O)C N-[1-(2-{[3-(dimethylamino)-3-oxopropyl](methyl)amino}quinolin-4-yl)ethyl]-2-methylbenzamide